CN1C(C2=C(C=3C=CC=CC13)NCCCO2)=O 7-methyl-1,2,3,4-tetrahydro-[1,4]oxazepino[2,3-c]quinolin-6(7H)-one